C(C1=CC(C(=O)[O-])=CC=C1)(=O)[O-].C[N+](C1=CC=CC=C1)(C)C.C[N+](C)(C)C1=CC=CC=C1 trimethylphenyl-ammonium isophthalate